N[C@H](C)C=1C=C(C=C2C(NC(=NC12)N1CCOCC1)=O)F 8-[(1R)-1-aminoethyl]-6-fluoro-2-morpholino-3H-quinazolin-4-one